2-bromopropanoic acid BrC(C(=O)O)C